ClC1=C(C=C(C(=C1)F)[N+](=O)[O-])S(=O)(=O)Cl 2-Chloro-4-fluoro-5-nitrobenzenesulfonyl-chlorine